C(C)S(=O)(C)=NC=1N=C(C(=C2C=C3C(=NC12)NN=C3)C3=CC=C(C=C3)F)C(C)C ethyl((5-(4-fluorophenyl)-6-isopropyl-1H-pyrazolo[3,4-b][1,7]naphthyridin-8-yl)imino)(methyl)-λ6-sulfanone